COC(\C=C\C1=C(C=CC=C1)S(N)(=O)=O)=O.ClC1=NC=C(C(=C1)F)C#CC=1C=NN(C1)C1CCOCC1 2-chloro-4-fluoro-5-((1-(tetrahydro-2H-pyran-4-yl)-1H-pyrazol-4-yl)ethynyl)pyridine methyl-(2E)-3-(2-sulfamoylphenyl)prop-2-enoate